ClI1OC(C2=C1C=CC=C2)(C2=CC=CC=C2)C2=CC=CC=C2 1-chloro-3,3-diphenyl-1,3-dihydro-1λ3-benzo[d][1,2]iodaoxole